C12CN(CC(CC1)O2)C(=O)[O-] 8-oxa-3-azabicyclo[3.2.1]octane-3-carboxylate